COC(C=CC1=CC=C(C=C1)C1=CC(=C(C=C1)OCC(=O)NN)C12CC3CC(CC(C1)C3)C2)=O 3-(3'-adamantan-1-yl-4'-hydrazinocarbonylmethoxy-biphenyl-4-yl)-acrylic acid methyl ester